C(C)(C)C1=CC(=NN1)C(=O)N1C[C@H]2C([C@H]2C1)C(=O)NN (1R,5S,6r)-3-[(5-isopropyl-1H-pyrazol-3-yl)carbonyl]-3-azabicyclo[3.1.0]hexane-6-carbohydrazide